tertbutyl propanoate C(CC)(=O)OC(C)(C)C